CC1=CSC=2N=CN=C(C21)C=2CCN(CC2)CC=2C=C1CN(C(C1=CC2)=O)C2C(NC(CC2)=O)=O 3-(5-((4-(5-methylthieno[2,3-d]pyrimidin-4-yl)-3,6-dihydropyridin-1(2H)-yl)methyl)-1-oxoisoindolin-2-yl)piperidine-2,6-dione